C1(=CC=CC=C1)C=1OC(=CN1)C1=CC=C(C=C1)F 2-phenyl-5-(4-fluorophenyl)oxazole